tert-butyl 4-bromo-2-(difluoromethoxy)-6-methoxy-benzoate BrC1=CC(=C(C(=O)OC(C)(C)C)C(=C1)OC)OC(F)F